FC1=C(C=CC=C1F)N1CCC2=C1N=C(N=C2NC)NC21CC(C2)(C1)N1C=NC(=C1)C 7-(2,3-Difluorophenyl)-N4-methyl-N2-[3-(4-methylimidazol-1-yl)-1-bicyclo[1.1.1]pentanyl]-5,6-dihydropyrrolo[2,3-d]pyrimidin-2,4-diamin